C1(CC1)C1=CC(=NC=2N1N=C(C2)C2=C(C=C(C=C2)N2CC(C2)CC(=O)NC)F)C(=O)N2[C@@H](C1=CC=CC=C1CC2)C 2-[1-(4-{7-cyclopropyl-5-[(1R)-1-methyl-1,2,3,4-tetrahydroisoquinoline-2-carbonyl]-pyrazolo[1,5-a]pyrimidin-2-yl}-3-fluorophenyl)azetidin-3-yl]-N-methylacetamide